C[C@H](CCC)[C@H](CCCC)O (4R,5S)-4-methyl-5-nonanol